C(=O)(OCC1C2=CC=CC=C2C2=CC=CC=C12)N(CC(=O)O)CC(=O)O N-Fmociminodiacetic acid